1-bromo-4-fluoro-2-methanesulfonyl-benzene BrC1=C(C=C(C=C1)F)S(=O)(=O)C